COC(=O)N1CC(C1)C=1N=C(OC1)C1=CC(=C(C(=C1)NC(=O)C1=CN=C2N1C=CC=C2)C)F 3-(2-(3-fluoro-5-(imidazo[1,2-a]pyridine-3-carboxamido)-4-methylphenyl)oxazol-4-yl)azetidine-1-carboxylic acid methyl ester